C(#N)C[C@H](C1=CSC=C1)N[S@](=O)C(C)(C)C (R)-N-((R)-2-cyano-1-(thien-3-yl)ethyl)-2-methylpropane-2-sulfinamide